FC=1C(=NC(=NC1)NC1=CC=C(C=C1)N1CCOCC1)OCC1CCS(CC1)(=O)=O 4-(((5-fluoro-2-((4-morpholinophenyl)amino)pyrimidin-4-yl)oxy)methyl)tetrahydro-2H-thiopyran 1,1-dioxide